4,6-Difluoro-N-(2-(2-methylpyrrolidin-3-yl)thieno[2,3-b]pyridin-4-yl)benzo[d]thiazol-5-amine FC1=C(C(=CC2=C1N=CS2)F)NC2=C1C(=NC=C2)SC(=C1)C1C(NCC1)C